C(C1=CC=CC=C1)(=O)N1C=2C3=C(N(C=C3CCC1)[C@H]1C[C@H](OP(=O)O)[C@H](O1)CO)N=CN2 6-benzoyl-2-{2-deoxy-3-O-[hydroxy(oxo)-λ5-phosphanyl]-β-D-erythro-pentofuranosyl}-6,7,8,9-tetrahydro-2H-2,3,5,6-tetraazabenzo[cd]azulene